(S)-1-(4,5-dichloro-2-ethoxybenzyl)-3-methylpiperazine hydrochloride Cl.ClC1=CC(=C(CN2C[C@@H](NCC2)C)C=C1Cl)OCC